2-(4-(5-(2,5-dichloro-4-((1-(4-(2-cyclopropoxyphenyl)pyridin-3-yl)cyclopropoxy)methyl)phenyl)pentanoyl)piperazin-1-yl)acetic acid dihydrochloride salt Cl.Cl.ClC1=C(C=C(C(=C1)COC1(CC1)C=1C=NC=CC1C1=C(C=CC=C1)OC1CC1)Cl)CCCCC(=O)N1CCN(CC1)CC(=O)O